1,4-dioxidobiphenyl-3,3-dicarboxylate [O-]C1(CC(C(C=C1)[O-])(C(=O)[O-])C(=O)[O-])C1=CC=CC=C1